[4-(difluoromethoxy)-2-fluorophenyl][1-ethyl-5-methoxy-6-(1H-1,2,3,4-tetrazol-5-yl)-1H-imidazo[4,5-b]pyridin-2-yl]phenylmethanol FC(OC1=CC(=C(C=C1)C(O)(C1=CC=CC=C1)C=1N(C=2C(=NC(=C(C2)C2=NN=NN2)OC)N1)CC)F)F